CC1(CC2=C(C=CO2)C(C1)=O)C 6,6-Dimethyl-6,7-dihydrobenzofuran-4(5H)-one